N-(3-(2-oxopyrrolidin-1-yl)propyl)-4-(6-phenyl-1H-pyrrolo[3,2-c]pyridin-1-yl)benzamide O=C1N(CCC1)CCCNC(C1=CC=C(C=C1)N1C=CC=2C=NC(=CC21)C2=CC=CC=C2)=O